Cl.NC1=CC(=NC(=C1)NC1=CC(=CC=C1)F)C(=O)NC=1C=C(C=CC1)C 4-amino-6-((3-fluorophenyl)amino)-N-(m-tolyl)picolinamide hydrochloride